Bis(p-tert-butylphenyl)methylene(cyclopentadienyl)(2,7-diphenyl-3,6-di-tert-butylfluorenyl)zirconium dichloride [Cl-].[Cl-].C(C)(C)(C)C1=CC=C(C=C1)C(=[Zr+2](C1=C(C(=CC=2C3=CC(=C(C=C3CC12)C1=CC=CC=C1)C(C)(C)C)C(C)(C)C)C1=CC=CC=C1)C1C=CC=C1)C1=CC=C(C=C1)C(C)(C)C